OC(=O)CCCCCCCCC.OC(=O)CCCCCCCCC.IC1=CC=CC=C1 iodobenzene dicaprate